C[C@@H]1[C@H](C1)C(=O)N[C@H](C(=O)N1N[C@@H](CCC1)C(=O)OC)CCC=C methyl (3S)-1-[(2S)-2-{[(1S,2S)-2-methylcyclopropyl]formamido}hex-5-enoyl]-1,2-diazinane-3-carboxylate